2-((8-(2-chloro-4-((1-methylazepan-4-yl)oxy)phenyl)-6-(1-methylcyclopropoxy)-9H-purin-9-yl)methyl)-5-methylthiazole ClC1=C(C=CC(=C1)OC1CCN(CCC1)C)C=1N(C2=NC=NC(=C2N1)OC1(CC1)C)CC=1SC(=CN1)C